N-(3,5-difluoro-4-{[3-(trifluoromethyl)-1-{[2-(trimethylsilyl)ethoxy]methyl}-1H-pyrrolo[2,3-b]pyridin-4-yl]oxy}phenyl)-N'-{[1-(hydroxymethyl)cyclobutyl]methyl}thiourea FC=1C=C(C=C(C1OC1=C2C(=NC=C1)N(C=C2C(F)(F)F)COCC[Si](C)(C)C)F)NC(=S)NCC2(CCC2)CO